6-(1H-pyrrolo[2,3-b]pyridine-3-yl)quinoline N1C=C(C=2C1=NC=CC2)C=2C=C1C=CC=NC1=CC2